FC(C(=O)C1[C@H]2C[C@H]2CC1=O)(F)F (1S,5S)-2-(2,2,2-trifluoroacetyl)bicyclo[3.1.0]hexan-3-one